C(CCCCCC)C1=CC=C(C=C1)C1=C(C=C(C=C1)C1=CC=C(C=C1)CCCCCCC)OCCCCCCCCCCCP(OCC)(OCC)=O diethyl (11-((4,4''-diheptyl-[1,1':4',1''-terphenyl]-2'-yl)oxy)undecyl)phosphonate